3,3'-(1,4-phenylenedimethylene)-bis-(7,7-dimethyl-2-oxo-bicyclo-[2.2.1]hept-1-ylmethanesulfonic acid) C1(=CC=C(C=C1)CC1C(C2(CCC1C2(C)C)CS(=O)(=O)O)=O)CC2C(C1(CCC2C1(C)C)CS(=O)(=O)O)=O